BrC=1C(=NC(=CC1)OCCCC(C)O)N1C(N(C2=NC=CC(=C21)O)COCC[Si](C)(C)C)=O 1-[3-bromo-6-(4-hydroxypentoxy)-2-pyridyl]-7-hydroxy-3-(2-trimethylsilylethoxymethyl)imidazo[4,5-b]pyridin-2-one